C(C)(C)(C)OC(CCCCCN(C1=C2CN(C(C2=CC=C1)=O)C1C(N(C(CC1)=O)C(=O)OC(C)(C)C)=O)C)=O tert-butyl 3-(4-((6-(tert-butoxy)-6-oxohexyl)(methyl)amino)-1-oxoisoindolin-2-yl)-2,6-dioxopiperidine-1-carboxylate